phenol-d7 C1(C(C(C(C=C1)([2H])[2H])([2H])[2H])([2H])[2H])(O)[2H]